O(C1=CC=CC=C1)CC1=C(N)C=CC=C1 2-(phenoxymethyl)aniline